C(C)O/C=C/C=1C=CC(=C(C1)CC(=O)O)C 2-[5-[(E)-2-ethoxyvinyl]-2-methyl-phenyl]acetic acid